C1(=CC=CC=C1)C=O (phenyl)-methanone